C(\C=C/C(=O)OCCCCCC)(=O)OCCCCCC di(n-hexyl) maleate